COCCOC1=CC=C(C=C1)C1=CN(C=2N=CN(C(C21)=O)COP(O)(O)=O)C2=CC=CC=C2 phosphoric acid mono-{5-[4-(2-methoxy-ethoxy)-phenyl]-4-oxo-7-phenyl-4,7-dihydro pyrrolo[2,3-d]pyrimidin-3-ylmethyl} ester